SC(CC(=O)C=1C(OC1)N1C(N(C(N(C1=O)C1OC=C1C(CC(C)S)=O)=O)C1OC=C1C(CC(C)S)=O)=O)C 1,3,5-tris(3-mercaptobutyryloxetyl)-1,3,5-triazine-2,4,6(1H,3H,5H)-trione